4-(azetidin-3-yl)piperazine-1-carboxylic acid tert-butyl ester C(C)(C)(C)OC(=O)N1CCN(CC1)C1CNC1